5-nitro-2-phenoxy-1H-benzo[d]imidazole [N+](=O)([O-])C1=CC2=C(NC(=N2)OC2=CC=CC=C2)C=C1